N-(4-chloro-1-methyl-7-(4,4,5,5-tetramethyl-1,3,2-dioxaborolan-2-yl)-1H-indazol-3-yl)methanesulfonamide ClC1=C2C(=NN(C2=C(C=C1)B1OC(C(O1)(C)C)(C)C)C)NS(=O)(=O)C